ClC1=NN2C(N=C(C=C2)N2[C@H](C[C@H](C2)O)C2=C(C=CC(=C2)F)F)=C1NC(=S)N[C@@H]1[C@@H](C1)F 1-(2-chloro-5-((2R,4R)-2-(2,5-difluorophenyl)-4-hydroxypyrrolidin-1-yl)pyrazolo[1,5-a]pyrimidin-3-yl)-3-((1S,2R)-2-fluorocyclopropyl)thiourea